4-{4-{{5-[(2,6-Dichlorophenyl)carbamoyl]-4-ethoxypyrimidin-2-yl}amino}phenyl}piperazine-1-carboxylic acid tert-butyl ester C(C)(C)(C)OC(=O)N1CCN(CC1)C1=CC=C(C=C1)NC1=NC=C(C(=N1)OCC)C(NC1=C(C=CC=C1Cl)Cl)=O